C1(CC1)CNCC[C@H]1[C@@H]([C@H](CC=2NC3=CC=CC=C3C12)C1=C(C=CC=C1)OC)N (2R,3S,4R)-4-{2-[(Cyclopropylmethyl)amino]ethyl}-2-(2-methoxyphenyl)-2,3,4,9-tetrahydro-1H-carbazol-3-amine